ClC1=C(C=C(C=C1)F)C1N(C(C2=NC(=CC(=C21)NCC2=C(C=C(C=C2)OC)OC)NN)=O)CC2=CC=C(C=C2)OC 5-(2-chloro-5-fluorophenyl)-4-((2,4-dimethoxybenzyl)amino)-2-hydrazineyl-6-(4-methoxybenzyl)-5,6-dihydro-7H-pyrrolo[3,4-b]pyridin-7-one